CN1N=CC(=C1C(F)(F)F)B1OC(C(O1)(C)C)(C)C 1-methyl-4-(4,4,5,5-tetramethyl-1,3,2-dioxaborolan-2-yl)-5-(trifluoromethyl)-1H-pyrazole